(2-hydroxyethyl)-5-methoxy-N-methyl-9,10-dioxo-9,10-dihydroanthracene-2-carboxamide OCCC1=C(C=CC=2C(C3=C(C=CC=C3C(C12)=O)OC)=O)C(=O)NC